(11β)-11,17,21-trihydroxypregna-1,4-diene-3,20-dione O[C@@H]1[C@@H]2[C@]3(C=CC(C=C3CC[C@H]2[C@@H]2CC[C@](C(CO)=O)([C@]2(C1)C)O)=O)C